N=1NN=C(C1)C1=CC=C(C(=O)N)C=C1 4-(2H-1,2,3-triazol-4-yl)benzamide